5-chloro-3-(((tetrahydro-2H-pyran-2-yl)oxy)methyl)picolinaldehyde ClC=1C=C(C(=NC1)C=O)COC1OCCCC1